(trans)-4-((R)-7-(4-Chloro-3-(trifluoromethyl)benzoyl)-2-(diethylamino)-6-methyl-4-oxo-5,6,7,8-tetrahydropyrido[3,4-d]pyrimidin-3(4H)-yl)-N-methylcyclohexane-carboxamide ClC1=C(C=C(C(=O)N2CC=3N=C(N(C(C3C[C@H]2C)=O)[C@@H]2CC[C@H](CC2)C(=O)NC)N(CC)CC)C=C1)C(F)(F)F